6-methoxy-2-(1-methyl-2-oxo-4-oxa-1-azaspiro[5.5]undecan-9-yl)-N-(pyrazolo[1,5-a]pyrimidin-3-yl)-2H-indazole-5-carboxamide COC=1C(=CC2=CN(N=C2C1)C1CCC2(COCC(N2C)=O)CC1)C(=O)NC=1C=NN2C1N=CC=C2